3-hydroxyundecenoate OC(=CC(=O)[O-])CCCCCCCC